C(N)(OCC1=C(C=CC2=C1CCO2)F)=O ((5-fluoro-2,3-dihydrobenzofuran-4-yl) methyl) carbamate